ClC=1C=C(C=NC1OCC1CCOCC1)S(=O)(=O)NC(C1=C(C=CC=C1)OC=1C=C2C(=NC1)NC=C2)=O N-{[5-chloro-6-(tetrahydro-2H-pyran-4-ylmethoxy)pyridin-3-yl]sulfonyl}-2-(1H-pyrrolo[2,3-b]pyridin-5-yloxy)benzamide